5-Ethyl-N-(6-fluorobenzo[d]thiazol-2-yl)-1-(2-fluorophenyl)-1H-1,2,3-triazole-4-carboxamide C(C)C1=C(N=NN1C1=C(C=CC=C1)F)C(=O)NC=1SC2=C(N1)C=CC(=C2)F